1-bromo-2-fluoro-4-methyl-sulfonylbenzene BrC1=C(C=C(C=C1)S(=O)(=O)C)F